(R)-N-((R)-8-(5-((4-chloropyrazolo[1,5-a]pyridin-5-yl)thio)-1-methyl-6-carbonyl-1,6-dihydropyrimidin-2-yl)-8-azaspiro[4.5]decan-1-yl)-2-methylpropane-2-sulfinamide ClC=1C=2N(C=CC1SC1=CN=C(N(C1=C=O)C)N1CCC3(CCC[C@H]3N[S@](=O)C(C)(C)C)CC1)N=CC2